BrC1=C2C(=CN=C1)SC(=C2)C#N 4-bromothieno[2,3-c]pyridine-2-carbonitrile